Ethyl (3S)-3-(2'-(benzyloxy)-5-cyclopropyl-2,4-difluoro-4',6'-dimethyl-[1,1'-biphenyl]-3-yl)-3-((tert-butoxycarbonyl)amino)propanoate C(C1=CC=CC=C1)OC1=C(C(=CC(=C1)C)C)C1=C(C(=C(C(=C1)C1CC1)F)[C@H](CC(=O)OCC)NC(=O)OC(C)(C)C)F